ClC=1C(=C(C(=CC1)N)C1=CC=CC(=C1)N)Cl dichloro-6,5'-diaminobiphenyl